CC=1C=CC=C2C=C(C=NC12)B(O)O (8-methylquinolin-3-yl)boronic acid